3-Methyl-5-(N-(3-methylbenzyl)-N-phenethylsulfamoyl)benzofuran-2-carboxylic acid CC1=C(OC2=C1C=C(C=C2)S(N(CCC2=CC=CC=C2)CC2=CC(=CC=C2)C)(=O)=O)C(=O)O